trimethylpiperazine-1-carboxamide CC1C(N(CCN1)C(=O)N)(C)C